6-methoxy-2-methyl-pyrimidine-4-carboxylic acid, sodium salt [Na+].COC1=CC(=NC(=N1)C)C(=O)[O-]